(R)-4-(2-oxooxazolidin-3-yl)-3-(5-methylpyridin-2-yl)-N-((R)-1-(6-(trifluoromethyl)pyridin-3-yl)ethyl)-4,5-dihydro-1H-pyrazol-1-carboxamide O=C1OCCN1[C@H]1C(=NN(C1)C(=O)N[C@H](C)C=1C=NC(=CC1)C(F)(F)F)C1=NC=C(C=C1)C